monoepoxyethane C1CO1